ClC1=CC=C(O1)C=1C(=NOC1)C1=CC=CC=C1 [5-chlorofuran-2-yl]-3-phenylisoxazole